(3S)-7-((S)-4-acryloyl-2-methylpiperazin-1-yl)-9-chloro-10-(2,4-difluorophenyl)-3-((4-ethylpiperazin-1-yl)-methyl)-2H-[1,4]-thiazino[2,3,4-ij]-quinazolin-5(3H)-one C(C=C)(=O)N1C[C@@H](N(CC1)C1=NC(N2C3=C(C(=C(C=C13)Cl)C1=C(C=C(C=C1)F)F)SC[C@@H]2CN2CCN(CC2)CC)=O)C